C(C)N(C1=CC=C(C=C1)C(=C1C(=[N+](C2=CC=CC=C12)C)C1=CC=CC=C1)C1=CC=C(C=C1)N(CC)CC)CC 3-(bis(4-(diethylamino)phenyl)methylene)-1-methyl-2-phenyl-3H-indol-1-ium